(dicyclohexyl)(3,5-di(trifluoromethoxy)phenyl)phosphine C1(CCCCC1)P(C1=CC(=CC(=C1)OC(F)(F)F)OC(F)(F)F)C1CCCCC1